bis(bipyridine) nickel (II) dichloride [Ni](Cl)Cl.N1=C(C=CC=C1)C1=NC=CC=C1.N1=C(C=CC=C1)C1=NC=CC=C1